ClC=1C=CC2=C(C=C(O2)C(=O)NCC2CCNCC2)C1 5-chloro-N-(piperidin-4-ylmethyl)benzofuran-2-carboxamide